BrC=1N=CC(=NC1)C(=O)N 5-bromopyrazine-2-carboxamide